C[C@H]1N(CCOC1)C=1C=C(C=2N(N1)C(=NC2)C2=CC=NN2)C2=CC=NN2C (R)-3-Methyl-4-(4-(1-methyl-1H-pyrazol-5-yl)-7-(1H-pyrazol-5-yl)imidazo[1,5-b]pyridazin-2-yl)morpholine